2,2,4-Trimethyl-1,3-pentanediol diisobutyrate C(C(C)C)(=O)OCC(C(C(C)C)OC(C(C)C)=O)(C)C